(1-((6-(difluoromethoxy)pyridin-3-yl)sulfonyl)-1-fluoroethyl)-N-(pyridazin-4-yl)piperidine-1-carboxamide FC(OC1=CC=C(C=N1)S(=O)(=O)C(C)(F)C1N(CCCC1)C(=O)NC1=CN=NC=C1)F